ClCC=1N=C2N(C=C(C=C2)C(=O)OC)C1I methyl 2-(chloromethyl)-3-iodoimidazo[1,2-a]pyridine-6-carboxylate